O=C1N(CC2=C(C=CC=C12)\C=C\COC1OCCCC1)C1C(N(C(CC1)=O)COCC[Si](C)(C)C)=O (E)-3-(1-Oxo-4-(3-((tetrahydro-2H-pyran-2-yl)oxy)prop-1-en-1-yl)isoindolin-2-yl)-1-((2-(trimethylsilyl)ethoxy)methyl)piperidine-2,6-dione